COC(CNC(C=C)=O)C N-(2-methoxypropyl)acrylamide